6-((R)-1-((1-methylcyclobutyl)amino)ethyl)-4-(trifluoromethyl)isoindolin-1-one CC1(CCC1)N[C@H](C)C1=CC(=C2CNC(C2=C1)=O)C(F)(F)F